2-(4-(2-amino-3-fluoro-5,6-dihydro-1,7-naphthyridin-7(8H)-yl)-1-methyl-1H-pyrazol-5-yl)benzonitrile NC1=NC=2CN(CCC2C=C1F)C=1C=NN(C1C1=C(C#N)C=CC=C1)C